ClC1=C(C=CC=C1)C1=NC=2NC(N(C(C2N1C1=CC=C(C=C1)Cl)=O)C(C(=O)O)C)=O 2-[8-(2-chlorophenyl)-7-(4-chlorophenyl)-2,6-dioxo-3H-purin-1-yl]Propionic acid